ClC1=CC2=C(C=N1)C(=NN2)C 6-chloro-3-methyl-1H-pyrazolo[4,3-C]pyridine